C12C=CC(C3C4C5CCCCC5C(C13)C4)C2 1,4,4a,5,6,7,8,8a,9,9a,10,10a-dodecahydro-1,4:9,10-dimethano-anthracene